C1(CC1)SC=1C=CC(=C(C1)C1=NN(C=C1NC(=O)C=1C=NN2C1N=CC=C2)C)OC(F)F N-[3-[5-(cyclopropylsulfanyl)-2-(difluoromethoxy)phenyl]-1-methyl-1H-pyrazol-4-yl]pyrazolo[1,5-a]pyrimidine-3-carboxamide